C(C)OC(=O)C1=CC(=NN1CC1=CC=CC=C1)C(C)(C)C 1-benzyl-3-(tert-butyl)-1H-pyrazole-5-carboxylic acid ethyl ester